F[B-](F)(F)F.CO[NH+](OC)OC trimethoxyammonium tetrafluoroborate